carboxymethyl-1-(4-chlorobenzoyl)-5-methoxy-2-methyl-1H-indole-3-acetic acid C(=O)(O)CC1=C2C(=C(N(C2=CC=C1OC)C(C1=CC=C(C=C1)Cl)=O)C)CC(=O)O